1-(3,7-diamino-phenothiazin-10-yl)-ethanone NC=1C=CC=2N(C3=CC=C(C=C3SC2C1)N)C(C)=O